C1(CCCC1)C1=NC2=NC=NC(=C2N1)C(=O)NCC1=CC(=CC(=C1)C=1C=NN(C1)C1=NC=CC=C1)F 8-Cyclopentyl-N-(3-fluoro-5-(1-(pyridin-2-yl)-1H-pyrazol-4-yl)benzyl)-7H-purine-6-carboxamide